2-(1-methyl-1H-pyrazol-4-yl)-3-[1-(triphenylmethyl)-1H-imidazol-4-yl]cyclopropane-1-carboxylic acid methyl ester COC(=O)C1C(C1C=1N=CN(C1)C(C1=CC=CC=C1)(C1=CC=CC=C1)C1=CC=CC=C1)C=1C=NN(C1)C